CC(C)(C1=CC=CC=C1)N1C2CN(CC1C=C2)C(=O)OCC2=CC=CC=C2 Benzyl 8-(1-methyl-1-phenyl-ethyl)-3,8-diazabicyclo[3.2.1]oct-6-ene-3-carboxylate